3-(5-(thiophen-2-yl)-1,3,4-oxadiazol-2-yl)aniline S1C(=CC=C1)C1=NN=C(O1)C=1C=C(N)C=CC1